(E)-1-pyridinyl-3-dimethylamino-2-propen-1-one N1=C(C=CC=C1)C(\C=C\N(C)C)=O